C1=CC=CC2=C3C(CC(C=C3N=C12)=O)=O Carbazole-5,7(6H)-dione